CN1CCN(CC1)C1=CC=C(C=N1)C1(N=C(C2=C(N1)NC=C2)NC=2C=CC=C1CCN(C21)S(=O)(=O)C)N 2-(6-(4-methylpiperazin-1-yl)pyridin-3-yl)-N4-(1-(methylsulfonyl)indolin-7-yl)-7H-pyrrolo[2,3-d]pyrimidine-2,4-diamine